COC1=CC(=C(\C=N/NS(=O)(=O)C2=CC=C(C=C2)C)C=C1OCC=1C=NC=CC1)[N+](=O)[O-] (Z)-N'-(4-Methoxy-2-nitro-5-(pyridin-3-ylmethoxy)benzylidene)-4-methylbenzenesulfonohydrazide